O=C1C(Cl)=C(Cl)C(=O)C2C=CC=CC1=2 2,3-dichloronaphthoquinone